C(#N)C1=C(C=C(C=C1)CNC(=O)C=1C(=NC(=CC1C)N1CCOCC1)SCC)F N-[(4-Cyano-3-fluoro-phenyl)-methyl]-2-ethylsulfanyl-4-methyl-6-morpholin-4-yl-pyridine-3-carboxylic acid amide